(E)-6-(6-(2-(5-Cyclopropyl-3-(3,5-dichloropyridin-4-yl)isoxazol-4-yl)vinyl)-2-azaspiro[3.3]heptan-2-yl)-4-(oxetan-3-yloxy)chinolin C1(CC1)C1=C(C(=NO1)C1=C(C=NC=C1Cl)Cl)/C=C/C1CC2(CN(C2)C=2C=C3C(=CC=NC3=CC2)OC2COC2)C1